C(CCC/C=C/CCCCCCO)CCCC(=O)O 16-hydroxy-9E-hexadecenoic acid